C(C1=CC=CC=C1)OC=1C=C(C=CC1[N+](=O)[O-])CC(C(=O)C1C(OC(OC1=O)(C)C)=O)NC(OC(C)(C)C)=O tert-Butyl (3-(3-(benzyloxy)-4-nitrophenyl)-1-(2,2-dimethyl-4,6-dioxo-1,3-dioxan-5-yl)-1-oxopropan-2-yl)carbamate